4-fluoro-5-methyl-1H-pyrrolo[2,3-c]pyridine-2-carboxylic acid FC1=C2C(=CN=C1C)NC(=C2)C(=O)O